COC(=O)N1C[C@@H](OCC1)CC1=C(N=C2N1C=CC(=C2)Cl)C2=C(C(=C(C=C2F)C(NC)=O)F)F (S)-2-((2-(2,3,6-trifluoro-4-(methylcarbamoyl)phenyl)-7-chloroimidazo[1,2-a]pyridin-3-yl)methyl)morpholine-4-carboxylic acid methyl ester